FC=1C=C(C=CC1C1=NN2C(N=C(C=C2C2=CC=C(C=C2)F)C(=O)N2[C@@H](C3=CC=CC=C3CC2)C)=C1)N1C[C@H](CC1)C(=O)N (3S)-1-{3-fluoro-4-[7-(4-fluorophenyl)-5-[(1R)-1-methyl-1,2,3,4-tetrahydroisoquinoline-2-carbonyl]pyrazolo[1,5-a]pyrimidin-2-yl]phenyl}pyrrolidine-3-carboxamide